(S)-N-((R)-1-cyclohexyl-2-(((R)-1-(cyclohexylamino)-1-oxo-5-phenylpentan-2-yl)amino)-2-oxoethyl)piperidine-2-carboxamide C1(CCCCC1)[C@H](C(=O)N[C@@H](C(=O)NC1CCCCC1)CCCC1=CC=CC=C1)NC(=O)[C@H]1NCCCC1